FC=1C(=C(C(=CC1CO)C1=CC(=NC=C1)F)CC(=O)OC(C)(C)C)C(C)C tert-butyl 2-(3-fluoro-6-(2-fluoropyridin-4-yl)-4-(hydroxymethyl)-2-isopropylphenyl)acetate